FC(C(=O)O)(F)F.ClC1=C(C=CC=C1[C@]1(NC(N(C(C1)=O)[C@@H]1C[C@@H](OCC1)C)=N)C)C1=CC=C(C#N)C=C1 4-(2-Chloro-3-{(4S)-2-imino-4-methyl-1-[(2S,4S)-2-methyl-tetrahydropyran-4-yl]-6-oxo-hexahydropyrimidin-4-yl}phenyl)-benzonitrile trifluoroacetic acid salt